ClC1=CC=C(C=C1)C=1C=C(C(N(N1)C=1C=NC=C(C1)F)=O)C(=O)N[C@H]1[C@H](CCC1)O 6-(4-chlorophenyl)-2-(5-fluoropyridin-3-yl)-N-[(cis)-2-hydroxycyclopentyl]3-oxo-2,3-dihydropyridazine-4-carboxamide